2-tert-butyl-3-methyl-(S)-7-bromo-1,3,4,9-tetrahydro-2H-pyrido[3,4-b]indole C(C)(C)(C)N1CC=2NC3=CC(=CC=C3C2C[C@@H]1C)Br